NC=1C(NC2=C3C=CC=NC3=C(C=C2C1C1=C2C=NNC2=C(C=C1)F)O)=O 3-amino-4-(7-fluoro-1H-indazol-4-yl)-6-hydroxy-1H-1,7-phenanthrolin-2-one